C(CC(C(=O)[O-])C(C)(C1=CC(=C(C=C1)O)C(C)(C)C)C1=CC(=C(C=C1)O)C(C)(C)C)C(C(=O)[O-])C(C)(C1=CC(=C(C=C1)O)C(C)(C)C)C1=CC(=C(C=C1)O)C(C)(C)C ethylenebis-[3,3-bis(3-tert-butyl-4-hydroxyphenyl) butyrate]